COC1=NC(=NC(=C1)OC)OC1=C(C(=O)O)C(=CC=C1)OC1=NC(=CC(=N1)OC)OC 2,6-bis((4,6-dimethoxypyrimidin-2-yl)oxy)benzoic acid